((2-(3'-(7-cyano-5-((7-oxo-2,6-diazaspiro[3.4]octan-2-yl)methyl)benzo[d]oxazol-2-yl)-2,2'-dimethyl-[1,1'-biphenyl]-3-yl)-6-(difluoromethoxy)benzo[d]oxazol-5-yl)methyl)-L-proline C(#N)C1=CC(=CC=2N=C(OC21)C=2C(=C(C=CC2)C2=C(C(=CC=C2)C=2OC1=C(N2)C=C(C(=C1)OC(F)F)CN1[C@@H](CCC1)C(=O)O)C)C)CN1CC2(C1)CNC(C2)=O